COC1CCC2C3CCC(C12)C3 methoxyhexahydro-4,7-methanoindan